(R)-1-(2,3-dihydro-1H-inden-2-yl)-N-((1R,2R)-1-(2,3-dihydrobenzo[b][1,4]dioxin-6-yl)-1-hydroxy-3-(pyrrolidin-1-yl)propan-2-yl)pyrrolidine-3-carboxamide C1C(CC2=CC=CC=C12)N1C[C@@H](CC1)C(=O)N[C@@H]([C@H](O)C1=CC2=C(OCCO2)C=C1)CN1CCCC1